C(C)OC(=O)C=1C(NC2=NC=CC=C2C1)=O 2-oxo-1,2-dihydro-1,8-naphthyridine-3-carboxylic acid ethyl ester